C(CCCCCCCCCCCCCCCCC)(=O)N(CC(=O)N)C(CCCCCCCCCCCCCCCCC)=O distearoylglycinamide